FC(C1=CC=C2C=C(N=CC2=C1)C=1N=NNC1)(F)F 4-(7-(trifluoromethyl)isoquinolin-3-yl)-1H-1,2,3-triazole